3-(2-(5-(trifluoromethyl)isoxazol-3-yl)vinyl)azetidine-3-carbonitrile 2,2,2-trifluoroacetate FC(C(=O)O)(F)F.FC(C1=CC(=NO1)C=CC1(CNC1)C#N)(F)F